1-(3,3-dimethyl-1-(4-(trifluoromethyl)phenyl)butyl)pyrrolidine-2-one CC(CC(C1=CC=C(C=C1)C(F)(F)F)N1C(CCC1)=O)(C)C